C(CC)C=1C(=C(C=C(C1)C)N1N=C2C(=N1)C=CC=C2)O 2-(3-propyl-2-hydroxy-5-methylphenyl)-2H-benzotriazole